5-(2,3-difluorophenyl)-3-(methylsulfonyl)-6-methyl-2,3-dihydro[1,3]thiazolo[4,5-b]pyridine 1,1-dioxide FC1=C(C=CC=C1F)C1=C(C=C2C(=N1)N(CS2(=O)=O)S(=O)(=O)C)C